[O-2].[O-2].[V+4] vanadium(IV) dioxide